O=C1CN(CCN1CC#C)C(=O)OCC1=CC=CC=C1 benzyl 3-oxo-4-(prop-2-yn-1-yl)piperazine-1-carboxylate